C(#N)C=1C=C(C=CC1)C1=NN2C(N=C(C=C2)C(=N)N)=C1C1=CC(=NC(=C1)C)C (3-cyanophenyl)-3-(2,6-dimethyl-4-pyridinyl)pyrazolo[1,5-a]pyrimidine-5-carboxamidine